ClC=1C(=NC(=NC1)NC1CCOCC1)C1=CC=C2CN(C(C2=C1)=O)[C@@H](C(=O)N[C@H](CO)C1=NC(=CC=C1)N1C[C@@H](N(CC1)C)C)C (2R)-2-(6-{5-chloro-2-[(oxan-4-yl)amino]pyrimidin-4-yl}-1-oxo-2,3-dihydro-1H-isoindol-2-yl)-N-[(1S)-1-{6-[(3S)-3,4-dimethylpiperazin-1-yl]pyridin-2-yl}-2-hydroxyethyl]propanamide